(7-fluoro-1-methyl-1H-benzo[d]imidazol-5-yl)-1,1-diphenylmethanimine FC1=CC(=CC2=C1N(C=N2)C)N=C(C2=CC=CC=C2)C2=CC=CC=C2